Tert-Butyl 4-(6-(3-amino-6-methylthieno[2,3-b]pyridine-2-carboxamido)-1,4-difluoro-5,6,7,8-tetrahydronaphthalen-2-yl)piperazine-1-carboxylate NC1=C(SC2=NC(=CC=C21)C)C(=O)NC2CC=1C(=CC(=C(C1CC2)F)N2CCN(CC2)C(=O)OC(C)(C)C)F